4-butyl-3-(4-fluorophenyl)-N-(3-methoxypropyl)-5-methyl-1-p-tolyl-4,5-dihydro-1H-pyrazole-5-carboxamide C(CCC)C1C(=NN(C1(C(=O)NCCCOC)C)C1=CC=C(C=C1)C)C1=CC=C(C=C1)F